tert-butyl-(3-fluoro-2-((5-(4-hydroxypiperidine-1-carbonyl) indolin-1-yl) methyl) allyl) carbamate C(N)(OCC(=C(F)C(C)(C)C)CN1CCC2=CC(=CC=C12)C(=O)N1CCC(CC1)O)=O